N-(phenethyl)hydroxylamine C(CC1=CC=CC=C1)NO